5-((3-(3-(2,2,2-trifluoroethyl)-7-(((Z)-3-fluoro-1-methylpiperidin-4-yl)amino)benzo[b]thiophen-2-yl)prop-2-yn-1-yl)amino)-4-methoxypicolinamide FC(CC=1C2=C(SC1C#CCNC=1C(=CC(=NC1)C(=O)N)OC)C(=CC=C2)NC2C(CN(CC2)C)F)(F)F